1-(4-(2,5-dihydro-1H-pyrrol-3-yl)benzyl)-5-methyl-1H-pyrazole-3-carboxamide N1CC(=CC1)C1=CC=C(CN2N=C(C=C2C)C(=O)N)C=C1